3-((2-(N,N-DiBocamino)ethyl)oxy)nitrobenzene C(=O)(OC(C)(C)C)N(C(=O)OC(C)(C)C)CCOC=1C=C(C=CC1)[N+](=O)[O-]